OC1=CC=C(C=C1)C1=CC=C(C=C1)CC(=O)ON1C(CCC1=O)=O 2,5-dioxopyrrolidin-1-yl 2-(4'-hydroxy-[1,1'-biphenyl]-4-yl)acetate